N1C(C=CC2=CC=CC=C12)=O 1,2-dihydroquinoline-2-one